2-(1'-(cis-4-isopropyl-cyclohexyl)-3-oxo-1H-spiro[isoquinoline-4,4'-piperidin]-2(3H)-yl)acetamide C(C)(C)[C@H]1CC[C@H](CC1)N1CCC2(CC1)C(N(CC1=CC=CC=C12)CC(=O)N)=O